C(C)(C)(C)C=1C=C(C=C(C1O)C)CCC(=O)OCC(C)(C)C1OCC2(CO1)COC(OC2)C(COC(CCC2=CC(=C(C(=C2)C)O)C(C)(C)C)=O)(C)C 3,9-bis(2-[3-(3-tert-butyl-4-hydroxy-5-methylphenyl)propionyloxy]-1,1-dimethylethyl)-2,4,8,10-tetraoxaspiro[5.5]undecane